C(#N)C(C)(C)C=1C=C(C(=O)NC(C)C2=NC=CN=C2C2=NC=C(N=C2)C#N)C=C(C1)C(F)(F)F 3-(1-cyano-1-methyl-ethyl)-N-[1-[3-(5-cyanopyrazin-2-yl)pyrazin-2-yl]ethyl]-5-(trifluoromethyl)benzamide